2,2-dimethyl-7-(1-methyl-1,2,3,6-tetrahydropyridin-4-yl)-1,2-dihydroquinoline CC1(NC2=CC(=CC=C2C=C1)C=1CCN(CC1)C)C